5-Fluoro-1-(4-fluoro-3-(4-(thiazol-2-yl)piperazine-1-carbonyl)benzyl)quinazoline-2,4(1H,3H)-dione FC1=C2C(NC(N(C2=CC=C1)CC1=CC(=C(C=C1)F)C(=O)N1CCN(CC1)C=1SC=CN1)=O)=O